NC=1N=CC(=C2C1N(N=C2)C)NC(=O)C(=O)N([C@H](C)C2=CC=C(C=C2)C(F)(F)F)C N-(7-amino-1-methyl-pyrazolo[3,4-c]pyridin-4-yl)-N'-methyl-N'-[(1R)-1-[4-(trifluoromethyl)phenyl]ethyl]oxamide